(8-chloro-2-fluoro-6-(methoxymethoxy)naphthalen-1-yl)dimethylphosphine oxide ClC=1C=C(C=C2C=CC(=C(C12)P(C)(C)=O)F)OCOC